4'-(3,6-dimethyl-9H-carbazol-9-yl)-3,4,5-tris(2,6-diphenylpyridin-4-yl)-6-(pyridin-4-yl)-[1,1'-biphenyl]-2-carbonitrile CC=1C=CC=2N(C3=CC=C(C=C3C2C1)C)C1=CC=C(C=C1)C=1C(=C(C(=C(C1C1=CC=NC=C1)C1=CC(=NC(=C1)C1=CC=CC=C1)C1=CC=CC=C1)C1=CC(=NC(=C1)C1=CC=CC=C1)C1=CC=CC=C1)C1=CC(=NC(=C1)C1=CC=CC=C1)C1=CC=CC=C1)C#N